FC1=C(C=CC=C1F)[C@H]1[C@@H](O1)[C@@H]1N(CCC1)C(=O)OCC1=CC=CC=C1 benzyl (R)-2-((2S,3S)-3-(2,3-difluorophenyl)oxiran-2-yl)pyrrolidine-1-carboxylate